2,4,5-trimethyl-1,3-dioxolane CC1OC(C(O1)C)C